S1C(=CC=C1)C(=O)OCC1=CC=CC=C1 Benzyl thiophene-2-carboxylate